O1C(=CN=CC=C1)[2H] [1,4]oxazepine-d1